4-(4-hydroxyphenylthio)benzaldehyde OC1=CC=C(C=C1)SC1=CC=C(C=O)C=C1